C(CCCCCCCC(=O)OCC=CCCCCCC)(=O)OCC(COC(CCCCCC(=O)OC(CCCCCCCC)CCCCCCCC)=O)CO (Z)-1-(3-((7-(heptadecan-9-yloxy)-7-oxoheptanoyl) oxy)-2-(hydroxymethyl) propyl) 9-(non-2-en-1-yl) azelate